(S)-3,5-dichloro-4-(2-(3-(cyclopropylmethoxy)-4-(N-(2-morpholinoethyl)methylsulfonylamino)benzoyloxy)-2-(3,4-dimethoxyphenyl)ethyl)-pyridine 1-oxide hydrochloride Cl.ClC=1C=[N+](C=C(C1C[C@@H](C1=CC(=C(C=C1)OC)OC)OC(C1=CC(=C(C=C1)N(CCN1CCOCC1)S(=O)(=O)C)OCC1CC1)=O)Cl)[O-]